C1(CCCC1)N1C(N(CC=2C1=NC(=NC2)S(=O)C)[C@H]2CN(CC2)C(=O)OC(C)(C)C)=O tert-butyl (3R)-3-(1-cyclopentyl-7-(methylsulfinyl)-2-oxo-1,4-dihydropyrimido[4,5-d]pyrimidin-3(2H)-yl)pyrrolidine-1-carboxylate